3-[(2-chloro-5-methyl-pyrimidin-4-yl)amino]tetrahydropyran-4-carbonitrile ClC1=NC=C(C(=N1)NC1COCCC1C#N)C